(R/S)-N-(5-(propanoyl-3,3,3-d3)-4-((2,5,6-trimethyl-1-oxo-1,2,5,6-tetrahydropyridazino[4,5-c][1,7]naphthyridin-7-yl)amino)pyridin-2-yl)cyclopropanecarboxamide C(CC([2H])([2H])[2H])(=O)C=1C(=CC(=NC1)NC(=O)C1CC1)NC1=NC=CC=2C3=C([C@H](N(C12)C)C)C=NN(C3=O)C |r|